2,2-dimethylthieno[2,3-g]quinolin CC1(CC=2C(=CC=3C=CC=NC3C2)S1)C